6-chloro-5-fluoro-2-((2-fluoro-4-(trimethylsilyl)phenyl)amino)nicotinic acid methyl ester COC(C1=C(N=C(C(=C1)F)Cl)NC1=C(C=C(C=C1)[Si](C)(C)C)F)=O